C(C)(C)C=1N(N=C2C=CC(=CC12)C1=NC(=NC=C1)C1(CC=C2C(=NC=NC2=C1)NCCOC)N)C 7-(4-(3-isopropyl-2-methyl-2H-indazol-5-yl)pyrimidin-2-yl)-N4-(2-methoxyethyl)quinazoline-4,7-diamine